ClC1=CC=C2C(NC(N(C2=C1)C1=CC(=CC=C1)C(F)(F)F)=O)=O 7-chloro-1-(3-trifluoromethylphenyl)-quinazoline-2,4(1H,3H)-dione